N-((2'-(2,6-difluoro-3,5-dimethoxyphenyl)-3'-oxo-2',3'-dihydro-1'h-spiro[cyclopentane-1,4'-[2,7]naphthyridin]-6'-yl)methyl)acrylamide FC1=C(C(=C(C=C1OC)OC)F)N1CC2=CN=C(C=C2C2(C1=O)CCCC2)CNC(C=C)=O